COC([C@H](CC(F)F)NC(=O)OCC1=CC=CC=C1)=O (S)-2-(((phenylmethyloxy)carbonyl)amino)-4,4-difluorobutanoic acid methyl ester